CN(C=1C=C(C=C(C1)C(F)(F)F)[C@@H]1[C@@H](N(C(O1)=O)C(=O)NCC1=CN=CC2=CC=CC=C12)C)C (4S,5R)-5-[3-(dimethylamino)-5-(trifluoromethyl)phenyl]-N-(isoquinolin-4-ylmethyl)-4-methyl-2-oxo-1,3-oxazolidine-3-carboxamide